5-Bromo-3-chloropicolinic acid BrC=1C=C(C(=NC1)C(=O)O)Cl